BrC=1C(=C(C=CC1)C=1C(C[C@H](C1\C=C\[C@@H](C(CC#CC)C)O[Si](C)(C)C(C)(C)C)O[C@@H]1OCCCC1)=O)F |r| (2SR,3RS,4RS)-2-(3-bromo-2-fluorophenyl)-3-((E)-3-((tert-butyldimethylsilyl)oxy)-4-methyloct-1-en-6-yn-1-yl)-4-((tetrahydro-2H-pyran-2-yl)oxy)cyclopentenone